isopropyl 5-((tert-butoxycarbonyl) amino)-2-chlorobenzoate C(C)(C)(C)OC(=O)NC=1C=CC(=C(C(=O)OC(C)C)C1)Cl